OC1=CC=C(C=2C=CC(NC12)=O)C=O 8-hydroxy-2-oxo-1,2-dihydroquinoline-5-carboxaldehyde